C(C)OC=1C(=NON1)C(=O)N 4-ethoxy-1,2,5-oxadiazole-3-carboxamide